CC1=CC=C(C=C1)S(=O)(=O)OCC1(CCC2(OCCO2)CC1)COS(=O)(=O)C1=CC=C(C=C1)C (1,4-dioxaspiro[4.5]decane-8,8-diyl)bis(methylene) bis(4-methylbenzenesulfonate)